5-(benzofuran-2-yl)-8-methylquinoxalin-2(1H)-one O1C(=CC2=C1C=CC=C2)C2=C1N=CC(NC1=C(C=C2)C)=O